[Mo+5].BrC1=CC(=NC=N1)C1(COCC1)O 3-(6-bromopyrimidin-4-yl)tetrahydrofuran-3-ol Molybdenum(V)